hydroxyfumaroyl chloride O/C(/C(=O)Cl)=C\C(=O)Cl